C(C)OC(=O)C1=C(NC(=C1C)C(=O)O)C 2,4-dimethylpyrrole-3,5-dicarboxylic acid ethyl ester